CC1=C(C(=O)NC2=CC=C(C=C2)C(F)(F)F)C=CC=C1C1=CC=2C(CC=NC2NC2=CC=C(C=C2)N2CCN(CC2)C)=N1 2-methyl-3-{4-{[4-(4-methylpiperazin-1-yl)phenyl]amino}-7H-pyrrolo[2,3-d]pyridin-2-yl}-N-[4-(trifluoromethyl)phenyl]benzamide